[Na].OCC(NCC)(CO)CO N-tris(hydroxymethyl)methyl-2-aminoethane Sodium